dimethyl (2S,4S)-2-((tert-butoxycarbonyl)amino)-4-((2-nitropyridin-3-yl)oxy)pentanedioate C(C)(C)(C)OC(=O)N[C@H](C(=O)OC)C[C@@H](C(=O)OC)OC=1C(=NC=CC1)[N+](=O)[O-]